S(C#N)CSC=1SC2=C(N1)C=CC=C2 2-(thiocyanatomethylthio)-benzothiazole